(5S*)-tert-butyl 5-(hydroxymethyl)-5,6,9,10-tetrahydro-4H-isoxazolo[3,4-c]pyrido[4',3':3,4]-pyrazolo[1,5-a]azepine-11(12H)-carboxylate OC[C@H]1CC=2C(C=3N(C1)N=C1C3CN(CC1)C(=O)OC(C)(C)C)=NOC2 |o1:2|